2-(5-bromopyridin-2-yl)-6-((2-fluoro-4-(trifluoromethyl)phenyl)carbamoyl)cyclohexane-1-carboxylic acid BrC=1C=CC(=NC1)C1C(C(CCC1)C(NC1=C(C=C(C=C1)C(F)(F)F)F)=O)C(=O)O